C(C)OC1=NN(C(=C1C)NC(=O)N[C@H]1CN(C[C@@H]1C1=CC=CC=C1)CC(F)(F)F)C1=CC=CC=C1 1-(3-ethoxy-4-methyl-1-phenyl-1H-pyrazol-5-yl)-3-((3R,4S)-4-phenyl-1-(2,2,2-trifluoroethyl)pyrrolidin-3-yl)urea